CC=1N(C=CC1)C 2-methyl-N-methyl-pyrrol